COC1=CC=CC2=C1SC(=C2)B(O)O 7-METHOXYBENZO[B]THIOPHENE-2-BORONIC ACID